P-(4-(5-(chlorodifluoromethyl)-1,2,4-oxadiazol-3-yl)benzyl)-P-methyl-N-(o-tolyl)phosphinic amide ClC(C1=NC(=NO1)C1=CC=C(CP(NC2=C(C=CC=C2)C)(=O)C)C=C1)(F)F